ClC1=C(C(=CC=C1)F)N1C=2N(C3=C(C1=O)C=NC(=N3)NC3=CC=C(C=C3)NCCN(C)C)CCN2 6-(2-Chloro-6-fluorophenyl)-2-((4-((2-(dimethylamino)ethyl)amino)phenyl)amino)-8,9-dihydroimidazo[1,2-a]pyrimido[5,4-e]pyrimidin-5(6H)-one